ClC1=CC=C2C(=N1)C(C(N2)=O)(C)CC 5-chloro-3-ethyl-3-methyl-1,3-dihydro-2H-pyrrolo[3,2-b]pyridin-2-one